(S,Z)-1-((5-chloro-3'-((3-chlorobenzyl)oxy)-[1,1'-biphenyl]-2-yl)sulfonyl)-4-fluoro-N-(4-(methylsulfonyl)but-3-en-2-yl)piperidine-4-carboxamide ClC=1C=CC(=C(C1)C1=CC(=CC=C1)OCC1=CC(=CC=C1)Cl)S(=O)(=O)N1CCC(CC1)(C(=O)N[C@@H](C)\C=C/S(=O)(=O)C)F